(6-(3-methoxytetrahydrofuran-3-yl)-4-methylpyridin-2-yl)pyridine-3,4-diamine COC1(COCC1)C1=CC(=CC(=N1)C1=NC=CC(=C1N)N)C